TRANS-(P)-1-(2-METHOXY-4-(3-(TRIFLUOROMETHYL)CYCLOBUTYL)PHENYL)-2-OXO-N-(PYRIDAZIN-3-YL)-1,2-DIHYDROQUINOLINE-6-SULFONAMIDE COC1=C(C=CC(=C1)[C@@H]1C[C@H](C1)C(F)(F)F)N1C(C=CC2=CC(=CC=C12)S(=O)(=O)NC=1N=NC=CC1)=O